4-vinylphenol C(=C)C1=CC=C(C=C1)O